2'-chloro-N-(5-((6-hydroxyspiro(3.3)heptan-2-yl)methoxy)-1,3,4-thiadiazol-2-yl)-5'-methoxy-6-methyl-(4,4'-bipyridine)-3-carboxamide ClC1=NC=C(C(=C1)C1=C(C=NC(=C1)C)C(=O)NC=1SC(=NN1)OCC1CC2(C1)CC(C2)O)OC